C(C)(C)(C)OC(=O)N1[C@@H](CCC1)[C@@]1(OC2=C(C1)C=C(C(=C2)F)Cl)C2=CC=CC=C2 (2S,4S)-2-((S)-1-(tert-butoxycarbonyl)pyrrolidin-2-yl)-5-chloro-6-fluoro-2-phenyl-2,3-dihydrobenzofuran